COC1=C(CN2CCC(CC2)CO)C=CC=C1 (1-(2-methoxybenzyl)piperidin-4-yl)methanol